N-hydroxy-4-((5-methylbenzo[d]oxazol-2-yl)methyl)-3-oxo-3,4-dihydro-2H-benzo[b][1,4]oxazine-6-carboxamide ONC(=O)C1=CC2=C(OCC(N2CC=2OC3=C(N2)C=C(C=C3)C)=O)C=C1